NC1=CC=C2C=CC(=NC2=C1)[C@@H]1[C@H](C1)C1=C(C#N)C=CC(=C1)Cl |r| rac-2-((1S*,2S*)-2-(7-aminoquinolin-2-yl)cyclopropyl)-4-chlorobenzonitrile